FC1=CC=C(C=C1)C1CCN(C(O1)=O)C1=CC(=NN1)C1=CC=NC=C1 6-(4-fluorophenyl)-3-(3-(pyridin-4-yl)-1H-pyrazol-5-yl)-1,3-oxazinan-2-one